ClC1=C(C=CC(=C1)S(=O)(=O)C)[C@@H]1COCCCN1C1=NC(=NC(=C1)C)N (R)-4-(3-(2-chloro-4-(methylsulfonyl)phenyl)-1,4-oxazepan-4-yl)-6-methylpyrimidin-2-amine